FC1=C(C=C(C=C1)[C@H](C)NC(=O)C=1C=NC2=C(N=C(C=C2C1N1CCN[C@H](CC1)C)C)OC1CC1)OC N-[(S)-1-(4-fluoro-3-methoxyphenyl)ethyl]-4-[(S)-5-methyl-1,4-diazepan-1-yl]-8-cyclopropoxy-6-methyl-1,7-diaza-3-naphthamide